tert-butyl ((1R,5R)-1'-(3-(3,4-dihydro-1,5-naphthyridin-1(2H)-yl)-1H-pyrazolo[3,4-b]pyrazin-6-yl)spiro[bicyclo[3.1.0]hexane-3,4'-piperidin]-2-yl)carbamate N1(CCCC2=NC=CC=C12)C1=NNC2=NC(=CN=C21)N2CCC1(CC2)C([C@@H]2C[C@@H]2C1)NC(OC(C)(C)C)=O